C(#N)C1=CC=C(C=2N1N=CC2F)N2C[C@@]1(C[C@@]1(C2)C(F)(F)F)C(=O)NNC(CC2CN(C2)C(=O)O)=O 3-(2-(2-((1S,5R)-3-(7-cyano-3-fluoropyrazolo[1,5-a]pyridin-4-yl)-5-(trifluoromethyl)-3-azabicyclo[3.1.0]hexane-1-carbonyl)hydrazino)-2-oxoethyl)azetidine-1-carboxylic acid